N(=[N+]=[N-])C[C@]1(NC2=CC(=C(C(=C2C1)Br)Cl)F)C1=CC=CC=C1 (R)-2-(azidomethyl)-4-bromo-5-chloro-6-fluoro-2-phenylindoline